C(C1=CC=CC=C1)OC(=O)N1[C@@](CCC1)(C(=O)O)C(=O)OCC1=CC=CC=C1 |o1:11| (S)- or (R)-N-benzyloxycarbonyl(Cbz)-proline